CN([C@H]1CN(CC1)C1=NC=CC(=C1)OC1=CC(=C(C=C1)NC1=NC=NC2=CC(=C(C=C12)OC1CCN(CC1)C(C=C)=O)OC)F)C (R)-1-(4-((4-((4-((2-(3-(dimethylamino)pyrrolidin-1-yl)pyridin-4-yl)oxy)-2-fluorophenyl)amino)-7-methoxyquinazolin-6-yl)oxy)piperidin-1-yl)prop-2-en-1-one